water methyl-chloroacetate COC(CCl)=O.O